C(=O)C=1C=CC(=NC1)C#N 5-FORMYLPYRIDINE-2-CARBONITRILE